C1=C2C3C(COC2=C(C(=C1)O)O)(CC1=CC(=C(C=C13)O)O)O 7,11b-Dihydroindeno[2,1-c]chromen-3,4,6a,9,10(6H)-pentol